ClC=1SC=CC1C1COCCCN1C1=NC(=NC(=C1)C)N 4-[3-(2-chloro-3-thienyl)-1,4-oxazepan-4-yl]-6-methyl-pyrimidin-2-amine